2,3,5,6-Tetrafluorophenyl-(2-amino-3-pentylquinolin-5-yl)-22-methyl-4,7,10,13,16,19-hexaoxa-22-azaheptacosanoic acid trifluoroacetate FC(C(=O)O)(F)F.FC1=C(C(=C(C=C1F)F)F)C(C(=O)O)(COCCOCCOCCOCCOCCOCCN(CCCCC)C)C1=C2C=C(C(=NC2=CC=C1)N)CCCCC